methyl 6-(chloromethyl)-4-methylpyridinecarboxylate ClCC1=CC(=CC(=N1)C(=O)OC)C